C(C)(=O)OC1CC(C1)N1C(=NC=2C=NC=CC21)C(F)(F)F (1s,3s)-3-(2-(trifluoromethyl)-1H-imidazo[4,5-c]pyridin-1-yl)cyclobutyl acetate